C(C)N(N(C(=O)O[C@H]1C[C@H](CC1)C1=NN(C(=C1)NC(=O)OCC1=CC=CC=C1)C(C)(C)C)C)C(=O)OC(C)(C)C 1-((1R,3S)-3-(5-(((benzyloxy)carbonyl)amino)-1-(tert-butyl)-1H-pyrazol-3-yl)cyclopentyl) 2-(tert-butyl) 2-ethyl-1-methylhydrazine-1,2-dicarboxylate